4-bromo-1-(3,5-difluorophenyl)pyrazole BrC=1C=NN(C1)C1=CC(=CC(=C1)F)F